1-(benzylamino)-3-(9H-carbazolyl)-2-hydroxypropanol C(C1=CC=CC=C1)NC(C(CC1=CC=CC=2C3=CC=CC=C3NC12)O)O